8-nitro-7-vinylquinoline [N+](=O)([O-])C=1C(=CC=C2C=CC=NC12)C=C